NC1=NC=CC(=N1)C1=CC=2C(NC[C@@H](C2N1)CCF)=O (7S)-2-(2-aminopyrimidin-4-yl)-7-(2-fluoroethyl)-1,5,6,7-tetrahydro-4H-pyrrolo[3,2-c]pyridin-4-one